The molecule is a quaternary ammonium ion resulting from the methylation of the nitrogen atom of alpha-berbine. It derives from an alpha-berbine. C[N+]12CCC3=CC=CC=C3[C@@H]1CC4=CC=CC=C4C2